ClC=1C=C(C=CC1)C=1OC=C(N1)[C@@]1(C(N(CC1)C)=O)O (S)-3-(2-(3-Chlorophenyl)oxazol-4-yl)-3-hydroxy-1-methylpyrrolidin-2-one